N-(2,2'-dichloro-3'-(5-formyl-6-methoxypyridin-2-yl)-[1,1'-biphenyl]-3-yl)-2,4-dimethyl-3,5-dioxo-2,3,4,5-tetrahydro-1,2,4-triazine-6-carboxamide ClC1=C(C=CC=C1NC(=O)C=1C(N(C(N(N1)C)=O)C)=O)C1=C(C(=CC=C1)C1=NC(=C(C=C1)C=O)OC)Cl